C1(CCCCC1)COC=1C=C(C=CC1)C(CCNC(C)=O)O N-(3-(3-(cyclohexylmethoxy)phenyl)-3-hydroxypropyl)acetamide